glutarimide bromide [Br-].C1(CCCC(N1)=O)=O